ClC=1C(=C(C=CC1Cl)NC1=NC=NC2=CC(=C(C=C12)OC1CCC(CC1)NC(C=C)=O)OC)F N-((1s,4s)-4-((4-((3,4-dichloro-2-fluorophenyl)amino)-7-methoxyquinazolin-6-yl)oxy)cyclohex-yl)acrylamide